C(CC)OCC(C)O propylene glycol mononormal propyl ether